C(#N)CC1(CN(C1)C(=O)[O-])N1N=C(C(=C1)[N+](=O)[O-])C(C)(C)C 3-(cyanomethyl)-3-(tert-Butyl 4-nitro-1H-pyrazol-1-yl)azetidine-1-carboxylate